phenyl (methyl) thioether CSC1=CC=CC=C1